CN(C1(CCC2(CN(C(N2CC=C(C)C)=O)CC2=CC=C(C=C2)OC)CC1)C1=CC=CC=C1)C cis-8-dimethylamino-3-[(4-methoxyphenyl)-methyl]-1-(3-methyl-but-2-enyl)-8-phenyl-1,3-diazaspiro[4.5]decan-2-one